tert-butyl (2S,6R)-4-(4-chloro-6-pyrazolo[1,5-a]pyridin-3-yl-2-pyridyl)-2,6-dimethyl-piperazine-1-carboxylate ClC1=CC(=NC(=C1)C=1C=NN2C1C=CC=C2)N2C[C@@H](N([C@@H](C2)C)C(=O)OC(C)(C)C)C